CC1(CC2=CC=CC=C2C=2C=CC(=CC12)OC)C 10,10-dimethyl-2-methoxyphenanthrene